FC1=C(C=CC=2N(C(=NC21)OC)C(=O)NCCCC2=CC=CC=C2)N2CCN(CC2)C2CN(C2)C Fluoro-2-methoxy-5-(4-(1-methylazetidin-3-yl)piperazin-1-yl)-N-(3-phenylpropyl)-1H-benzo[d]imidazole-1-carboxamide